C[Si](CCOCN1C=NC2=C1C(=CC=C2)C(=O)N)(C)C (E)-3-(2-trimethylsilylethoxymethyl)benzimidazole-4-carboxamide